5-morpholino-7-oxo-7H-thieno[3,2-b]pyran O1CCN(CC1)C1=CC(C2=C(O1)C=CS2)=O